9-cyclopentyl-8-(phenylamino)-9H-purin C1(CCCC1)N1C2=NC=NC=C2N=C1NC1=CC=CC=C1